C(C)(C)(C)[C@H]1N(S(C2=C(N(C1)C1=CC=CC=C1)C=C(C(=C2)C=2C=CC(=C(C(=O)OC)C2)F)Cl)(=O)=O)C methyl (R)-5-(3-(tert-butyl)-7-chloro-2-methyl-1,1-dioxido-5-phenyl-2,3,4,5-tetrahydrobenzo[f][1,2,5]thiadiazepin-8-yl)-2-fluorobenzoate